CC(=O)N[C@@H]1[C@H]([C@@H]([C@H](O[C@H]1O[C@H]2[C@H]([C@H](O[C@H]([C@@H]2O)O[C@H]3[C@H]([C@H](O[C@H]([C@@H]3O)O[C@@H]4[C@H](O[C@H]([C@@H]([C@H]4O)O)O)CO)CO)O)CO)O)CO)O[C@H]5[C@@H]([C@H]([C@H]([C@H](O5)CO)O)O)O)O The molecule is a polysaccharide derivative with a repeating unit consisting of beta-D-galactosyl, beta-D-galactosyl and beta-D-glucosyl residues linked sequentially (1->3) and (1->4), to the galactosyl residue at the non-reducing end of which is attached a beta-D-galactosyl-(1->4)-N-acetyl-beta-D-glucosaminyl disaccharide unit via a (1->3) linkage, with all repeating units being linked (1->6). Desialylated capsular polysaccharide of Streptococcus suis serotype 14.